N-(3-acetamidobenzyl)-2-ethynyl-thiazole-4-carboxamide C(C)(=O)NC=1C=C(CNC(=O)C=2N=C(SC2)C#C)C=CC1